S(=O)(=O)(ON1[C@@H]2CC[C@H](N(C1=O)C2)C(NC(=O)C=2C=NC=NC2)=N)[O-].[Na+] sodium (2S,5R)-7-oxo-2-(N-(pyrimidine-5-carbonyl) carbamimidoyl)-1,6-diazabicyclo[3.2.1]octan-6-yl sulfate